8-[7-(Difluoromethyl)-6-(1-methylpyrazol-4-yl)-3,4-dihydro-2H-quinolin-1-yl]-N-methyl-6-(4-piperidinyl)-3,4-dihydro-1H-isoquinoline-2-carboxamide FC(C1=C(C=C2CCCN(C2=C1)C=1C=C(C=C2CCN(CC12)C(=O)NC)C1CCNCC1)C=1C=NN(C1)C)F